dimethyldiacetoxysilane C[Si](OC(C)=O)(OC(C)=O)C